4-chloro-1-((tetrahydro-2H-pyran-2-yl)methyl)-3-(trifluoromethyl)-1H-pyrazole-5-carboxylic acid ClC=1C(=NN(C1C(=O)O)CC1OCCCC1)C(F)(F)F